C(#C)C1=C2C(=CC(=CC2=CC=C1F)O)C1=CC=C2C(=NC(=NC2=C1F)OC[C@]12CCCN2C[C@@H](C1)F)N1CC2NCCCC2C1 5-ethynyl-6-fluoro-4-(8-fluoro-2-(((2R,7aS)-2-fluorotetrahydro-1H-pyrrolizin-7a(5H)-yl)methoxy)-4-(octahydro-6H-pyrrolo[3,4-b]pyridin-6-yl)quinazolin-7-yl)naphthalen-2-ol